dihydroeugenol CCCC1=CC(=C(C=C1)O)OC